C(#C)C12C(C(=O)OC1=O)C=CC=C2 2-ethynyl-phthalic anhydride